CN1N=CC(=C1C(F)(F)F)CC1CC2(CN(C2)C(=O)N2CC3(C2)NC(CCC3)=O)C1 2-[6-[[1-methyl-5-(trifluoromethyl)pyrazol-4-yl]methyl]-2-azaspiro[3.3]heptane-2-carbonyl]-2,5-diazaspiro[3.5]nonan-6-one